Tert-butyl-3-carbonylpyrrolidine-1-carboxylate C(C)(C)(C)OC(=O)N1CC(CC1)=C=O